Cl.CC=1C=NC=2C=CC=C(C2C1)NC1CCNCC1 3-methyl-N-(piperidin-4-yl)quinolin-5-amine hydrochloride